C(CCC)C(CCCC)C(O)(C(CO)(CO)CO)CCCCCCCCCCC(O)(C(CO)(CO)CO)C(CCCC)CCCC bis(1-butyl-pentyl)decane-1,10-diyl-dipentaerythritol